2-chloro-1-(3,3-difluorocyclobutyl)ethan-1-one ClCC(=O)C1CC(C1)(F)F